ClC=1C2=C(N=C(N1)C1=NC=CC=C1)SC(=C2)Cl 4,6-dichloro-2-(pyridin-2-yl)thieno[2,3-d]pyrimidine